N[C@H]1CS(C2=C(N(C1=O)CC1=CC=C(C=C1)OC(F)(F)F)C=C(C(=C2)F)C2=NN=C(O2)C(C#N)(C)C)(=O)=O 2-[5-[(3R)-3-amino-8-fluoro-1,1,4-trioxo-5-[[4-(trifluoromethoxy)phenyl]methyl]-2,3-dihydro-1lambda6,5-benzothiazepin-7-yl]-1,3,4-oxadiazol-2-yl]-2-methyl-propanenitrile